N1C=NC2=C1C=CC(=C2)N2C(NCC2C2=C(C=C(C=C2F)C=2SC(=CC2)Cl)F)=O 1-(1H-benzimidazol-5-yl)-5-[4-(5-chlorothien-2-yl)-2,6-difluorophenyl]-imidazolidin-2-one